BrC1=C(OCCN(C)C)C=C(C(=C1)F)Br 2-(2,5-dibromo-4-fluorophenoxy)-N,N-dimethylethanamine